2-[6-[(2S)-2-(hydroxymethyl)morpholin-4-yl]pyridazin-3-yl]-5-isopropyl-3-methyl-phenol OC[C@@H]1CN(CCO1)C1=CC=C(N=N1)C1=C(C=C(C=C1C)C(C)C)O